4-(3-{[(tert-Butoxycarbonyl)(methyl)amino]methyl}-4-methyl-5-oxo-4,5-dihydro-1H-1,2,4-triazol-1-yl)-5-fluoro-2-[(2S)-pent-2-yloxy]benzoic acid C(C)(C)(C)OC(=O)N(C)CC1=NN(C(N1C)=O)C1=CC(=C(C(=O)O)C=C1F)O[C@@H](C)CCC